C(C)N[C@H](C)C1=NC=C(C(=C1)C=1N=C(C=2N(C1)N=CN2)OCCOCCC(CC(CC)(F)F)N)C 1-(2-((6-(2-((R)-1-(ethylamino)ethyl)-5-methylpyridin-4-yl)-[1,2,4]triazolo[1,5-a]pyrazin-8-yl)oxy)ethoxy)-5,5-difluoroheptan-3-amine